(S)-3-(2-(Benzyloxy)-5-(trifluoromethyl)pyridin-3-yl)-2-((tert-butoxycarbonyl)amino)propionic acid methyl ester COC([C@H](CC=1C(=NC=C(C1)C(F)(F)F)OCC1=CC=CC=C1)NC(=O)OC(C)(C)C)=O